4-(pyridin-2-yl)thiazol-2-amine HBr salt Br.N1=C(C=CC=C1)C=1N=C(SC1)N